ClC1=NC=NC(=C1C1CC1)OC 4-chloro-5-cyclopropyl-6-methoxypyrimidine